N1=C(C=CC=C1)SS[C@@]1(C[C@@H](O[C@@H]1CO)N1C=NC=2C(=O)NC(N)=NC12)O deoxy-3'-(2-pyridyldithio)-guanosine